FC(OC=1C=C(C=CC1)N1CCN(CC1)C(CCC)=O)(F)F 1-(4-(3-(trifluoromethoxy)phenyl)piperazin-1-yl)butan-1-one